2-Amino-4-(3-((S)-3-amino-3-methylpyrrolidin-1-yl)-5-fluoro-7,9-dihydrofuro[3,4-f]quinazolin-6-yl)-7-fluorothieno[3,2-c]pyridine-3-carbonitrile NC1=C(C=2C(=NC=C(C2S1)F)C=1C2=C(C=3C=NC(=NC3C1F)N1C[C@@](CC1)(C)N)COC2)C#N